OC1=NC=NC2=C(C=C(C=C12)[N+](=O)[O-])OC 4-hydroxy-8-methoxy-6-nitroquinazoline